bis-ethylsulfonyl-methane C(C)S(=O)(=O)CS(=O)(=O)CC